N-[(2R)-1,4-dioxan-2-ylmethyl]-8-methyl-2-[(3-methyloxetan-3-yl)methyl]-4,5-dihydro-2H-furo[2,3-g]indazole-7-carboxamide O1[C@@H](COCC1)CNC(=O)C1=C(C2=C(CCC3=CN(N=C23)CC2(COC2)C)O1)C